F[C@]1(CN(CC[C@H]1O)C1=NC=CC(=N1)NC1=NC=C2C(=CN=C(C2=C1)C(C)C)N1CCC12CN(C2)C(=O)OC(C)(C)C)C tert-butyl 1-(7-((2-((3S,4R)-3-fluoro-4-hydroxy-3-methylpiperidin-1-yl)pyrimidin-4-yl)amino)-1-isopropyl-2,6-naphthyridin-4-yl)-1,6-diazaspiro[3.3]heptane-6-carboxylate